2-(((1R)-1-(3-cyano-7-methyl-4-oxo-2-(2-oxo-1,7-diazaspiro[4.4]nonan-7-yl)-4H-pyrido[1,2-a]pyrimidin-9-yl)ethyl)amino)benzoic acid C(#N)C1=C(N=C2N(C1=O)C=C(C=C2[C@@H](C)NC2=C(C(=O)O)C=CC=C2)C)N2CC1(CCC(N1)=O)CC2